ClC=1C=C2CC(NC2=C(C1)C(=O)N[C@H](C)C1=C(C(=CC=C1)C(F)F)F)=O 5-chloro-N-[(1R)-1-[3-(difluoromethyl)-2-fluoro-phenyl]ethyl]-2-oxo-indoline-7-carboxamide